C(C)(C)(C)OC(=O)N1C[C@@H]2[C@H](C1)CC(C2)N.OC2(COC2)C2=CC=C(C=C2)C(=O)N2CCC(CC2)C=2C=NC(=CC2)C(F)(F)F (4-(3-hydroxyoxetan-3-yl)phenyl)(4-(6-(trifluoromethyl)pyridin-3-yl)piperidin-1-yl)methanone tert-butyl-(3aR,6aS)-5-amino-3,3a,4,5,6,6a-hexahydro-1H-cyclopenta[c]pyrrole-2-carboxylate